NC=1OC2=C(C=NC=C2[C@@]2(C[C@H](OCC2)C(=O)N2[C@H](C3=C(C=C(C=C3CC2)Cl)Cl)C)O)N1 |o1:9,11| ((2S*,4R*)-4-(2-aminooxazolo[4,5-c]pyridin-7-yl)-4-hydroxytetrahydro-2H-pyran-2-yl)((S)-6,8-dichloro-1-methyl-3,4-dihydroisoquinolin-2(1H)-yl)methanone